4-(4-chloro-7-(4-methoxybenzyl)-6,7-dihydro-5H-pyrrolo[2,3-d]pyrimidin-2-yl)morpholine ClC=1C2=C(N=C(N1)N1CCOCC1)N(CC2)CC2=CC=C(C=C2)OC